CCN(CC)C(=O)N[C@@H]1CN([C@@H]2CC3=CNC4=CC=CC(=C34)C2=C1)C The molecule is a monocarboxylic acid amide. It has a role as an antiparkinson drug, a serotonergic agonist, a dopamine agonist and an antidyskinesia agent. It derives from a hydride of an ergoline.